CN(C1=CC=C(C=C1)CC(F)(F)F)C1=CC=C(OC=2N=C(C3=C(N2)C=NC=C3)O)C=C1 2-[4-[N-methyl-4-(2,2,2-trifluoroethyl)anilino]phenoxy]pyrido[3,4-d]pyrimidin-4-ol